ClCCl dichlorometh-ane